FC=1C=C(OCCCC2CCN(CC2)C2=NC=CC=N2)C=C(C1C=1OC(CN1)C)F 2-(4-(3-(3,5-difluoro-4-(5-methyl-4,5-dihydrooxazol-2-yl)phenoxy)propyl)piperidin-1-yl)pyrimidin